OCC=1C=C(C=C(C1O)C)C 6-hydroxymethyl-2,4-xylenol